CN(C1CCN(CC1)C1=C(C=C(C=C1)NC=1N=C(C2=C(N1)SC=C2C)NC2=C(C=CC=C2)S(=O)(=O)C(C)C)OC)C N2-(4-(4-(dimethylamino)piperidin-1-yl)-3-methoxyphenyl)-N4-(2-(isopropylsulfonyl)phenyl)-5-methylthieno[2,3-d]pyrimidine-2,4-diamine